C1(CCCC1)C=1N(C(C(=CN1)NCC1=CC2=C(OC3=C2C=CC=C3)C=C1)=O)CC(=O)OCCCC butyl 2-(2-cyclopentyl-5-((dibenzo[b,d]furan-2-ylmethyl)amino)-6-oxopyrimidin-1(6H)-yl)acetate